N-(3-fluoro-5-(trifluoromethoxy)phenyl)-4,5,6,7-tetrahydrothieno[2,3-c]pyridine-3-carboxamide FC=1C=C(C=C(C1)OC(F)(F)F)NC(=O)C1=CSC=2CNCCC21